1,1,1,3,3,3-hexafluoro-propan-2-yl (±)-1-(((6-(trifluoro-methyl)pyridin-2-yl)methyl)-carbamoyl)-6-azaspiro[2.5]-octane-6-carboxylate FC(C1=CC=CC(=N1)CNC(=O)[C@@H]1CC12CCN(CC2)C(=O)OC(C(F)(F)F)C(F)(F)F)(F)F |r|